[2H]C(CCF)(O)[2H] 1,1-dideutero-3-fluoro-propan-1-ol